ClC1=CC=C(C2=C1N=CN2C)C#N 7-Chloro-3-methyl-benzimidazole-4-carbonitrile